zirconium cobalt iron nickel sulfur [S].[Ni].[Fe].[Co].[Zr]